N[C@@H](CC(=O)O)C1=CC=C(C=C1)Cl (S)-3-amino-3-(4-chlorophenyl)-propionic acid